(6S,8S)-N-(5-cyano-6-(trifluoromethoxy)pyridin-3-yl)-2-fluoro-8-methyl-8-(1-methyl-1H-pyrazol-4-yl)-7,8-dihydro-6H-cyclopenta[e]pyrazolo[1,5-a]pyrimidine-6-carboxamide C(#N)C=1C=C(C=NC1OC(F)(F)F)NC(=O)[C@H]1C[C@](C2=C1C=NC=1N2N=C(C1)F)(C=1C=NN(C1)C)C